3-(tert-butyl)-N-(2-chloro-4-(2-(1-isopropyl-4-nitro-1H-pyrazol-3-yl)-3H-imidazo[4,5-b]pyridin-7-yl)benzyl)-1,2,4-oxadiazole-5-carboxamide C(C)(C)(C)C1=NOC(=N1)C(=O)NCC1=C(C=C(C=C1)C1=C2C(=NC=C1)NC(=N2)C2=NN(C=C2[N+](=O)[O-])C(C)C)Cl